5-(5-bromo-3-(2,5-dimethyl-1H-pyrrol-1-yl)-1H-pyrazol-1-yl)-1-methyl-1H-benzo[d][1,2,3]triazole BrC1=CC(=NN1C1=CC2=C(N(N=N2)C)C=C1)N1C(=CC=C1C)C